OC(=O)C(F)(F)F.C[Si]1(N([Si](N[Si](N1)(C=C)C)(C=C)C)C1=CC=CC=C1C(=O)N)C=C 2,4,6-trimethyl-2,4,6-trivinyl-cyclotrisilazanebenzamide TFA Salt